4-bromo-2-(methoxymethoxy)quinoline BrC1=CC(=NC2=CC=CC=C12)OCOC